C(#N)C1=C(C=C(C=C1)NC([C@@](CN1N=CC(=C1)C)(C)O)=O)C(F)(F)F (S)-N-(4-cyano-3-(trifluoromethyl)phenyl)-2-hydroxy-2-methyl-3-(4-methyl-1H-pyrazol-1-yl)propanamide